C(C)(C)(C)OC(=O)N1C[C@@H](CCC1)C1=CC=C(C=C1)NCC1=C(C(=CC=C1)C#N)[N+](=O)[O-] (S)-3-(4-((3-cyano-2-nitrobenzyl)amino)phenyl)piperidine-1-carboxylic acid tert-butyl ester